N-((1s,4s)-4-((5-(1-(2,2-difluoroethyl)-2-methyl-1H-imidazo[4,5-b]pyrazin-6-yl)pyrrolo[2,1-f][1,2,4]triazin-2-yl)amino)-1-methylcyclohexyl)acetamide FC(CN1C(=NC=2C1=NC(=CN2)C=2C=CN1N=C(N=CC12)NC1CCC(CC1)(C)NC(C)=O)C)F